ClC=1C=C(C=CC1F)[C@@H](NC(=O)N1[C@H](CNC(C1)=O)CF)C1=NC(=CC=C1)C(F)(F)F |o1:8| (2R)-N-((R or S)-(3-chloro-4-fluoro-phenyl)(6-(trifluoro-methyl)pyridin-2-yl)methyl)-2-(fluoromethyl)-5-oxopiperazine-1-carboxamide